ClC1=C(C(=C2C(=N1)CC(OC2)(C)C)C=2C(=CC=C1C=NN(C21)C)C)C#N 2-chloro-4-(1,6-dimethyl-1H-indazol-7-yl)-7,7-dimethyl-7,8-dihydro-5H-pyrano[4,3-b]pyridine-3-carbonitrile